ClC1=NN2C(C(=N1)NCC1=C(C=CC=C1)Cl)=NC=C2C2[C@@H]([C@@H]([C@H](O2)COP(=O)(O)CP(O)(O)=O)O)O [({[(2R,3S,4R,1S)-5-(2-chloro-4-{[(2-chlorophenyl)methyl]amino}imidazo[2,1-f][1,2,4]triazin-7-yl)-3,4-dihydroxyoxolan-2-yl]methoxy}(hydroxy)phosphoryl)methyl]phosphonic Acid